COC=1C=C(C=CC1C)NC(=O)C1(CCC(CC1)N1C(C2=CC=CC(=C2C1)C)=O)C N-(3-methoxy-4-methylphenyl)-1-methyl-4-(4-methyl-1-oxoisoindolin-2-yl)cyclohexane-1-carboxamide